(1S,2S)-N-(6-(((R*)-1-(5-methyl-7-(3-methyl-2,4-dioxoimidazolidin-1-yl)pyrazolo[1,5-a]pyridin-2-yl)ethyl)amino)pyrimidin-4-yl)-2-(4-methylpyrimidin-2-yl)cyclopropane-1-carboxamide CC1=CC=2N(C(=C1)N1C(N(C(C1)=O)C)=O)N=C(C2)[C@@H](C)NC2=CC(=NC=N2)NC(=O)[C@@H]2[C@H](C2)C2=NC=CC(=N2)C |o1:18|